COC(=O)C=1C=NC(=CC1)N1N=NC(=C1)C=O 6-(4-formyl-1H-1,2,3-triazol-1-yl)pyridine-3-carboxylic acid methyl ester